2-methoxy-N-[2-(morpholin-4-yl)ethyl]benzamide COC1=C(C(=O)NCCN2CCOCC2)C=CC=C1